NC=1C2=C(N=CN1)N(C(=C2C2=CC=C(C=C2)S(=O)(=N)N2CCCC2)C2=CC=C(C=C2)NC(C(=C)C)=O)C N-(4-(4-amino-7-methyl-5-(4-(pyrrolidine-1-sulfonimidoyl)phenyl)-7H-pyrrolo[2,3-d]pyrimidin-6-yl)phenyl)methacrylamide